tert-butyl (2-amino-5-(4-methylpiperazin-1-yl)phenyl)carbamate NC1=C(C=C(C=C1)N1CCN(CC1)C)NC(OC(C)(C)C)=O